C(=O)(O)CCP(CCC(=O)O)CCC(=O)O tris-(2-carboxyethyl)-phosphine